5-bromo-4-methyl-1-phenylpyridin-2(1H)-one BrC=1C(=CC(N(C1)C1=CC=CC=C1)=O)C